3-fluoro-4-methyl-benzaldehyde FC=1C=C(C=O)C=CC1C